3-(((2R,3R)-8-methoxy-2-(6-methoxypyridin-3-yl)-3-methyl-2,3-dihydrobenzo[b][1,4]dioxin-6-yl)methyl)-3H-imidazo[4,5-b]pyridine COC1=CC(=CC2=C1O[C@@H]([C@H](O2)C)C=2C=NC(=CC2)OC)CN2C=NC=1C2=NC=CC1